Br(=O)(=O)(=O)O.[Al] aluminum perbromic acid